CN(C(/C=C/CC[C@@H](C(NC=1C(N(C=CC1)CC=1N(C2=CC=C(C=C2C1)F)C)=O)=O)OC(N(C)CCN(C)C)=O)=O)C [(E,1S)-6-(Dimethylamino)-1-[[1-[(5-fluoro-1-methylindol-2-yl)methyl]-2-oxo-3-pyridyl]carbamoyl]-6-oxo-hex-4-enyl]-N-[2-(dimethylamino)ethyl]-N-methyl-carbamat